N1[C@@H](CCC1)C(=O)O Prolin